C1(=CC=CC2=CC=CC=C12)C=1C=C(C=CC1)C1=CC=CC=C1 3-(1-naphthyl)biphenyl